CC1(NCC[C@@H](C1)N(C(C)=O)C)C (S)-N-(2,2-dimethylpiperidin-4-yl)-N-methylacetamide